4-(piperidine-4-ylamino)piperidine N1CCC(CC1)NC1CCNCC1